COC(=O)C1=CC=NC2=CC=C(C=C12)C(=C)OCC 6-(1-ethoxyvinyl)quinoline-4-carboxylic acid methyl ester